2,2-difluorocyclopropane FC1(CC1)F